3-((1r,4r)-4-(2-Fluoro-6-methylphenyl)cyclohexyl)-7-methyl-1-(2-(trifluoromethyl)benzyl)-1,8-naphthyridin-2(1H)-one FC1=C(C(=CC=C1)C)C1CCC(CC1)C=1C(N(C2=NC(=CC=C2C1)C)CC1=C(C=CC=C1)C(F)(F)F)=O